FC(C=1N=CC(=NC1)N1CCN(CC1)C(=O)[O-])(F)F 4-[5-(trifluoromethyl)pyrazin-2-yl]piperazine-1-carboxylate